N=1NN=NC1C1=CC=C(C=C1)[C@@](C(=O)OC(C)C)(CC(C)(C)C)N isopropyl (R)-2-(4-(2H-tetrazol-5-yl) phenyl)-2-amino-4,4-dimethylvalerate